2-((1r,2s)-1-(2-cyanophenyl)-1-(1-(difluoromethyl)-1H-pyrazol-4-yl)propan-2-yl)-5-hydroxy-N-(isoxazol-4-yl)-1-methyl-6-oxo-1,6-dihydropyrimidine-4-carboxamide C(#N)C1=C(C=CC=C1)[C@@H]([C@H](C)C=1N(C(C(=C(N1)C(=O)NC=1C=NOC1)O)=O)C)C=1C=NN(C1)C(F)F